nonadecyl tetratriacontanoate C(CCCCCCCCCCCCCCCCCCCCCCCCCCCCCCCCC)(=O)OCCCCCCCCCCCCCCCCCCC